C1(CC1)OC1=NC=CC=C1C1=NN2C(N=C(C=C2NC)N)=C1C=1N=NN(C1)C(C)C (2-cyclopropoxypyridin-3-yl)-3-(1-isopropyl-1H-1,2,3-triazol-4-yl)-N7-methylpyrazolo[1,5-a]pyrimidine-5,7-diamine